8-[(1-tert-Butoxycarbonyl-4-fluoro-piperidin-4-ylmethyl)-amino]-6-pyridin-4-yl-imidazo[1,2-a]pyrazine-2-carboxylic acid ethyl ester C(C)OC(=O)C=1N=C2N(C=C(N=C2NCC2(CCN(CC2)C(=O)OC(C)(C)C)F)C2=CC=NC=C2)C1